1-(2-((1-((2-Methoxynaphthalen-1-yl)methyl)naphthalen-2-yl)oxy)ethyl)-1-methylpyrrolidin-1-ium formate C(=O)[O-].COC1=C(C2=CC=CC=C2C=C1)CC1=C(C=CC2=CC=CC=C12)OCC[N+]1(CCCC1)C